P(=O)(OC)(OC[C@H](CCCCCCCCCCCCCC)OCC1=CC(=CC(=C1)F)C#N)[O-] methyl ((S)-2-((3-cyano-5-fluorobenzyl) oxy) hexadecyl) phosphate